(3S,4R)-4-fluoro-1-(6-fluoro-5-(trifluoromethoxy)-1H-indole-2-carbonyl)piperidin-3-ylcarbamic acid tert-butyl ester C(C)(C)(C)OC(N[C@H]1CN(CC[C@H]1F)C(=O)C=1NC2=CC(=C(C=C2C1)OC(F)(F)F)F)=O